(E)-4-tridecen-1-yl acetate C(C)(=O)OCCC\C=C\CCCCCCCC